8-methyl-2-(4-(methylsulfonyl)phenyl)-6-(4-(4-(tetrahydro-2H-pyran-4-yl)piperazin-1-yl)phenyl)imidazo[1,2-a]pyridine CC=1C=2N(C=C(C1)C1=CC=C(C=C1)N1CCN(CC1)C1CCOCC1)C=C(N2)C2=CC=C(C=C2)S(=O)(=O)C